6-methyl-3-nitro-7,8-dihydro-5H-1,6-naphthyridine CN1CC=2C=C(C=NC2CC1)[N+](=O)[O-]